ethylcarbamate C(C)NC([O-])=O